CCCCCCCCCCCC(=O)OC[C@H](COP(=O)(O)OC[C@@H](C(=O)O)N)OC(=O)CCC/C=C\C/C=C\C/C=C\C/C=C\CCCCC 1-dodecanoyl-2-(5Z,8Z,11Z,14Z-eicosatetraenoyl)-glycero-3-phosphoserine